[2-(3,4-Dimethyl-phenyl)-imidazo[1,2-a]pyridin-7-yl]-(2-fluoro-ethyl)-amine CC=1C=C(C=CC1C)C=1N=C2N(C=CC(=C2)NCCF)C1